1-[trans-4-cyanotetrahydro-2H-pyran-3-yl]-3-[[2-hydroxy-8-(trifluoromethoxy)-1,2-benzoxaborinin-6-yl]amino]pyrazole-4-carboxamide C(#N)[C@H]1[C@@H](COCC1)N1N=C(C(=C1)C(=O)N)NC=1C=C(C2=C(C=CB(O2)O)C1)OC(F)(F)F